2-[(2-chloro-3-fluoro-benzoyl)amino]-4-[[2-fluoro-3-hydroxy-3-methyl-butyl]-[4-(5,6,7,8-tetrahydro-1,8-naphthyridin-2-yl)butyl]amino]butanoic acid ClC1=C(C(=O)NC(C(=O)O)CCN(CCCCC2=NC=3NCCCC3C=C2)CC(C(C)(C)O)F)C=CC=C1F